[Si](C)(C)(C(C)(C)C)OC[C@]12CCCN2CC(C1)=CC(=O)OC methyl (S)-2-(7a-(((tert-butyldimethylsilyl)oxy)methyl)tetrahydro-1H-pyrrolizin-2(3H)-ylidene)acetate